FC1(C(CNCC1)C=1N=CC(N(C1)CC(F)(F)F)=O)F 5-(4,4-difluoropiperidin-3-yl)-1-(2,2,2-trifluoroethyl)pyrazin-2(1H)-one